6-[6-(4,4-difluoropiperidine-1-carbonyl)-2-naphthyl]-2H-isoquinolin-1-one FC1(CCN(CC1)C(=O)C=1C=C2C=CC(=CC2=CC1)C=1C=C2C=CNC(C2=CC1)=O)F